Cl.N[C@@H](CC(=O)OCC)C=1C(=C(C=C(C1F)C(F)(F)F)C1=C(C=CC=C1C)C)F ethyl (S)-3-amino-3-(2,4-difluoro-2',6'-dimethyl-5-(trifluoromethyl)-[1,1'-biphenyl]-3-yl)propanoate hydrochloride